N[C@H]1C2N(CC1CC2)C(=O)C2=CC1=C(C(=C(O1)C=1N(C3=CC(=CC=C3C1)N1CCNCC1)CC1CC1)C)C=C2 ((7R)-7-Amino-2-azabicyclo[2.2.1]heptan-2-yl)(2-(1-(cyclopropylmethyl)-6-(piperazin-1-yl)-1H-indol-2-yl)-3-methylbenzofuran-6-yl)methanone